CN([C@@H](CN(C(O)=O)C(=O)N)CC1=CC=CC=C1)C.NCCCNCCCNC[Si](OC)(OC)OC N-(3-aminopropyl)aminopropyl-aminomethyltrimethoxysilane (2R)-2-(Dimethylamino)-3-phenylpropyl-(aminocarbonyl)carbamate